BrC=1C(=C2C(=NC1)NCC21CC(CC1)(O)C)Cl 5'-Bromo-4'-chloro-3-methyl-1',2'-dihydrospiro[cyclopentane-1,3'-pyrrolo[2,3-b]pyridin]-3-ol